benzyl 3-[7-(2-methoxy-4,6-dimethyl-phenyl)-1,8-naphthyridin-2-yl]-5-(2-methoxy-2-oxo-ethyl)piperidine-1-carboxylate COC1=C(C(=CC(=C1)C)C)C1=CC=C2C=CC(=NC2=N1)C1CN(CC(C1)CC(=O)OC)C(=O)OCC1=CC=CC=C1